CC[C@H](C)[C@@H](C(=O)NCC(=O)N[C@@H](CC1=CC=CC=C1)C(=O)N[C@@H](CCC(=O)O)C(=O)N[C@@H](C(C)C)C(=O)N[C@@H](CCC(=O)N)C(=O)N[C@@H](CCC(=O)O)C(=O)N[C@@H](CCC(=O)O)C(=O)O)NC(=O)[C@H]([C@@H](C)O)NC(=O)[C@H](C)NC(=O)[C@H](CCCCNC(=O)CCCCCl)NC(=O)[C@H](CC(=O)O)NC(=O)C The molecule is a mimotope of the pyruvate dehydrogenase E2 component (PDC-E2) comprising a 5-chloropentanoyl group linked to the lipoated PDC-E2 core dodecapeptide (DKATIGFEVQEE) at N-6 of lysine. It has a role as a mimotope. It is a lipopeptide and a polypeptide.